L-4-phenylbutyric acid C1(=CC=CC=C1)CCCC(=O)O